(R)-3-(3-chloro-4-fluorophenyl)-1-(1-(1-(ethylamino)isoquinolin-4-yl)ethyl)-1-methylurea ClC=1C=C(C=CC1F)NC(N(C)[C@H](C)C1=CN=C(C2=CC=CC=C12)NCC)=O